(Z)-1-acetyl-3-((5-isopropyl-1H-imidazol-4-yl)methylene)piperazine-2,5-dione C(C)(=O)N1C(/C(/NC(C1)=O)=C/C=1N=CNC1C(C)C)=O